4-(3-bromophenyl)piperidine-1-carboxylic acid tert-butyl ester C(C)(C)(C)OC(=O)N1CCC(CC1)C1=CC(=CC=C1)Br